(3R)-1-[2-[[1-[[tert-butyl(dimethyl)silyl]oxymethyl]-cyclopropyl]methoxy]-7-chloro-8-fluoro-pyrido[4,3-d]pyrimidin-4-yl]-3-methyl-piperidin-3-ol [Si](C)(C)(C(C)(C)C)OCC1(CC1)COC=1N=C(C2=C(N1)C(=C(N=C2)Cl)F)N2C[C@@](CCC2)(O)C